C(C)O\N=C(\C(=O)NC)/C1=C(C=CC=C1)CO/N=C(\C)/C1=CC(=CC=C1)C(F)(F)F (2E)-2-(ethoxyimino)-N-methyl-2-(2-{[({(1E)-1-[3-(trifluoromethyl)-phenyl]ethylidene}amino)oxy]methyl}phenyl)ethanamide